2-(3'-(adamantan-1-yl)-5-butoxy-2'-(methoxymethoxy)-5'-methyl-[1,1'-biphenyl]-2-yl)-4,4,5,5-tetramethyl-1,3,2-dioxaborolane C12(CC3CC(CC(C1)C3)C2)C=2C(=C(C=C(C2)C)C2=C(C=CC(=C2)OCCCC)B2OC(C(O2)(C)C)(C)C)OCOC